methyl 7-methyl-7-propyl-5,7-dihydrofuro[3,4-d]pyrimidine-2-carboxylate CC1(OCC2=C1N=C(N=C2)C(=O)OC)CCC